N-(5-chloro-6-(2H-1,2,3-triazol-2-yl)pyridin-3-yl)-5-ethyl-1-(quinolin-5-yl)-1H-pyrazole-4-carboxamide ClC=1C=C(C=NC1N1N=CC=N1)NC(=O)C=1C=NN(C1CC)C1=C2C=CC=NC2=CC=C1